(S)-1-(4-(4-(5-chloro-6-methyl-1H-indazol-4-yl)-5-methyl-1-(2-azaspiro[3.3]heptan-6-yl)-1H-pyrazol-3-yl)-3-ethyl-3-methylpiperazin-1-yl)ethan-1-one trifluoroacetate FC(C(=O)O)(F)F.ClC=1C(=C2C=NNC2=CC1C)C=1C(=NN(C1C)C1CC2(CNC2)C1)N1[C@@](CN(CC1)C(C)=O)(C)CC